CC1[C@@H]2[C@H]1CN1CC3(C[C@]21C(=O)OCC=2C=CN1C2N=C(N=C1OC)C1=C(C=CC=C1)C(C)C)CC3 (2-(2-isopropylphenyl)-4-methoxypyrrolo[1,2-a][1,3,5]triazin-8-yl)methanol methyl-(1a'S,6a'R,6b'R)-tetrahydro-4'H-spiro[cyclopropane-1,5'-cyclopropa[a]pyrrolizine]-6a'(6'H)-carboxylate